C(#N)CC1CCC(CC1)N1C(=NC=2C1=C1C(=NC2)NC=C1)CNC(OC1=CC=CC=C1)=O Phenyl ((1-((1r,4r)-4-(cyanomethyl)cyclohexyl)-1,6-dihydroimidazo[4,5-d]pyrrolo[2,3-b]pyridin-2-yl)methyl)carbamate